(1S,2S)-2-(4-(tert-butyl)phenoxy)cyclohexane-1-ol C(C)(C)(C)C1=CC=C(O[C@@H]2[C@H](CCCC2)O)C=C1